2-(1-(tert-Butoxycarbonyl)azetidin-3-yl)-2H-pyrazolo[4,3-b]Pyridine-5-carboxylic acid methyl ester COC(=O)C=1C=CC=2C(N1)=CN(N2)C2CN(C2)C(=O)OC(C)(C)C